5-(4-((1H-indole-4-yl)methyl)piperazine-1-yl)-1-((5-(5-(difluoromethyl)-1,3,4-oxadiazole-2-yl)pyridine-2-yl)methyl)-6-fluoro-3-methyl-1,3-dihydro-2H-benzo[d]imidazole-2-one N1C=CC2=C(C=CC=C12)CN1CCN(CC1)C1=CC2=C(N(C(N2C)=O)CC2=NC=C(C=C2)C=2OC(=NN2)C(F)F)C=C1F